C(N)(=O)CCN1CCN(CC1)CCC(=O)NC1=NC=CC(=C1)N1C2=C(OCC1)C=NC(=C2)C2=C(C=CC(=C2)Cl)F 3-[4-(2-Carbamoylethyl)piperazin-1-yl]-N-{4-[7-(5-chloro-2-fluorophenyl)-1H,2H,3H-pyrido[3,4-b][1,4]oxazin-1-yl]pyridin-2-yl}propanamide